3-acetylpiperidine-1,3-dicarboxylic acid 1-benzyl 3-methyl ester COC(=O)C1(CN(CCC1)C(=O)OCC1=CC=CC=C1)C(C)=O